BrC=1C=C(C=2C=CN=C(C2C1)Cl)S(=O)(=O)N(CC1=CC=C(C=C1)OC)CC1=CC=C(C=C1)OC 7-bromo-1-chloro-N,N-bis(4-methoxybenzyl)isoquinoline-5-sulfonamide